(2r,3R,4r,5S)-4-(methoxycarbonyl)cubane-1-carboxylic acid COC(=O)C12C3C4C5(C(C14)C2C53)C(=O)O